OCCN(CC(=O)O)CC(=O)O hydroxyEthyliminodiacetic acid